C1(CC1)C1=CC=C(C=C1)C=1C=C(C(=NC1)C=1N=C2N(C=NC(=C2)S(=O)(=O)C(F)(F)F)C1)S(=O)(=O)CC 5-(4-cyclopropylphenyl)-3-(ethanesulfonyl)-2-{7-trifluoromethanesulfonyl-imidazo[1,2-c]pyrimidin-2-yl}pyridine